trisodium 1-(4-sulfophenyl)-4-(4-sulfophenylazo)-5-pyrazolone S(=O)(=O)(O)C1=CC=C(C=C1)N1N=CC(C1=O)N=NC1=CC=C(C=C1)S(=O)(=O)O.[Na].[Na].[Na]